(R)-4-(4-acryloylmorpholin-2-yl)-6-chloro-N-methyl-[2,4'-bipyridine]-2'-carboxamide C(C=C)(=O)N1C[C@H](OCC1)C1=CC(=NC(=C1)Cl)C1=CC(=NC=C1)C(=O)NC